CC1(NC(C=2C1=NC(=CC2)NC2=NC=C(C(=N2)N[C@H](CO)C2=CC=CC=C2)C(=O)O)=O)C (S)-2-((7,7-dimethyl-5-oxo-6,7-dihydro-5H-pyrrolo[3,4-b]pyridin-2-yl)amino)-4-((2-hydroxy-1-phenylethyl)amino)pyrimidine-5-carboxylic acid